NC1=NC=CC(=C1)C1=CC=C2C(N(C=NC2=C1)CC=1C=C(C(=O)NC2CCOCC2)C=CC1)=O 3-((7-(2-Aminopyridin-4-yl)-4-oxoquinazolin-3(4H)-yl)methyl)-N-(tetrahydro-2H-pyran-4-yl)benzamide